CC1=CC=C(C=N1)[C@H]1N(CCC1)CCCC#N (S)-4-(2-(6-methylpyridin-3-yl)pyrrolidin-1-yl)butyronitrile